C1=CC(=CC(=C1)C(F)(F)F)/C=C/C(=O)O The molecule is a member of the class of (trifluoromethyl)benzenes consisting of trans-cinnamic acid having a trifluoromethyl substituent at the meta-position. It is a member of cinnamic acids, a member of styrenes and a member of (trifluoromethyl)benzenes. It derives from a trans-cinnamic acid.